mono-propyl fumarate C(\C=C\C(=O)[O-])(=O)OCCC